N-cyclohexyl-2-[(2S,4R)-4-hydroxy-1-[2-(3-methoxyisoxazol-5-yl)-3-methyl-butanoyl]pyrrolidin-2-yl]-N-[[4-(4-methylthiazol-5-yl)phenyl]methyl]-1H-imidazole-4-carboxamide C1(CCCCC1)N(C(=O)C=1N=C(NC1)[C@H]1N(C[C@@H](C1)O)C(C(C(C)C)C1=CC(=NO1)OC)=O)CC1=CC=C(C=C1)C1=C(N=CS1)C